ClC1=CC2=C(N=N1)N(C=C2)CC2COCC2 3-Chloro-7-[(oxolan-3-yl)methyl]-7H-pyrrolo[2,3-c]pyridazine